3-chloro-5-[rac-(3S)-3-methyl-2,3,4,5-tetrahydropyridin-6-yl]pyridine ClC=1C=NC=C(C1)C=1CC[C@@H](CN1)C |r|